ClC1=CC=2C=3C=CC(=CC3N(C(N(C2N=C1)CC)=O)C1=NC=C(C=C1F)NCCNCCO)Cl 4,13-dichloro-8-ethyl-10-[3-fluoro-5-({2-[(2-hydroxyethyl)amino]ethyl}amino)pyridin-2-yl]-6,8,10-triazatricyclo[9.4.0.02,7]pentadeca-1(11),2(7),3,5,12,14-hexaen-9-one